CNC(=O)C1=CN(C2=CC=CC=C12)C1=NC(=NC=C1)NC1=C(C=C(C=C1)N1CCNCC1)Cl 1-[2-(2-chloro-4-piperazin-1-yl-phenylamino)-pyrimidin-4-yl]-1H-indole-3-carboxylic acid methylamide